C(C)(=O)N1CCC(CC1)C1=CC=C(C=C1)NC([C@H](C1=CC=CC=C1)NCCC1=CC=C(C=C1)Cl)=O |r| (S)- and (R)-N-(4-(1-acetylpiperidin-4-yl)-phenyl)-2-((4-chlorophenyl-ethyl)amino)-2-phenylacetamide